NCCN(C(OCC=C)=O)CC1=CC=CC=C1 Allyl (2-aminoethyl)(benzyl)carbamate